5-Cyclopropyl-4-(2-methyl-5-(p-tolyl)oxazol-4-yl)-3-phenylisoxazole C1(CC1)C1=C(C(=NO1)C1=CC=CC=C1)C=1N=C(OC1C1=CC=C(C=C1)C)C